6-naphthalonitrile C1=CC=CC2=CC(=CC=C12)C#N